COC[C@H]1NC2=CC=CC(=C2C1)C(F)(F)F (S)-2-(methoxymethyl)-4-(trifluoromethyl)indoline